CC(CCOC1=CC=C(C=C1)C)C 4-methylphenyl 3-methyl-butyl ether